tert-butyl ((1S,3R)-3-(2-phenoxy-6-(2H-1,2,3-triazol-2-yl)-1H-imidazo[4,5-c]pyridin-1-yl)cyclohexyl)carbamate O(C1=CC=CC=C1)C=1N(C2=C(C=NC(=C2)N2N=CC=N2)N1)[C@H]1C[C@H](CCC1)NC(OC(C)(C)C)=O